N-(4-fluoro-4-(methylsulfonyl)-1-(2-oxopyrrolidin-3-yl)but-3-en-2-yl)-2-(9-hydroxy-9H-fluorene-9-carbonyl)octahydrocyclopenta[c]pyrrole-1-carboxamide FC(=CC(CC1C(NCC1)=O)NC(=O)C1N(CC2C1CCC2)C(=O)C2(C1=CC=CC=C1C=1C=CC=CC21)O)S(=O)(=O)C